(S)-4-(1-((7-methoxy-4-(1-methyl-3-phenyl-1H-pyrazol-4-yl)pyrido[3,2-d]pyrimidin-6-yl)oxy)ethyl)thiazole COC1=CC=2N=CN=C(C2N=C1O[C@@H](C)C=1N=CSC1)C=1C(=NN(C1)C)C1=CC=CC=C1